N-behenoyl-histidine C(CCCCCCCCCCCCCCCCCCCCC)(=O)N[C@@H](CC1=CNC=N1)C(=O)O